2-(tri-n-butylstannanyl)thiazole C(CCC)[Sn](C=1SC=CN1)(CCCC)CCCC